ClC=1C=CC(=C(C1)C1=CC(=C(N=N1)OCCCS(=O)(=O)C)N)F 6-(5-chloro-2-fluorophenyl)-3-(3-methanesulfonylpropoxy)pyridazin-4-amine